tris[4-(Fmoc-amino (phenyl) methyl) phenyl] phosphate P(=O)(OC1=CC=C(C=C1)C(C1=CC=CC=C1)(N)C(=O)OCC1C2=CC=CC=C2C2=CC=CC=C12)(OC1=CC=C(C=C1)C(C1=CC=CC=C1)(N)C(=O)OCC1C2=CC=CC=C2C2=CC=CC=C12)OC1=CC=C(C=C1)C(C1=CC=CC=C1)(N)C(=O)OCC1C2=CC=CC=C2C2=CC=CC=C12